O[C@@H](C)C1=C2C=CC(=CC2=CC=C1)O |o1:1| 5-((S or R)-1-hydroxyethyl)naphthalene-2-ol